OCCC1OC(OC1)(C)C 4-Hydroxyethyl-2,2-dimethyl-1,3-dioxolan